C(C=C)(=O)N1CCN(CC1)[C@@H](CC)C1=CC=C(C=C1)C1(CC1)NC=1N=CC2=C(N1)N(C(C=C2)=O)C(C)C 2-[(1-{4-[(1S)-1-(4-Acryloylpiperazin-1-yl)propyl]phenyl}cyclopropyl)amino]-8-(propan-2-yl)pyrido[2,3-d]pyrimidin-7(8H)-on